C(C)C1=C(N=C(C(=N1)C(=O)N)NC1=CC(=CC=C1)CCNC([C@H](C)NC)=O)N(C)C(C)C (S)-6-ethyl-5-(isopropyl(methyl)amino)-3-((3-(2-(2-(methylamino)propanamido)ethyl)phenyl)-amino)pyrazine-2-carboxamide